bis(2,6-dimethoxybenzoyl)octylphosphin oxide COC1=C(C(=O)P(CCCCCCCC)(C(C2=C(C=CC=C2OC)OC)=O)=O)C(=CC=C1)OC